ON(N(C)CCCCCCNC)N=O 6-(2-Hydroxy-1-methyl-2-nitrosohydrazino)-N-methyl-1-hexanamine